NC1=NC=C(C=C1Cl)F 2-Amino-3-chloro-5-fluoropyridine